2-Cyano-5-ethynylpyridin-3-yl 3-[4-(2-aminothiazol-4-yl)-1H-1,2,3-triazol-1-yl]-3-deoxy-2-O-methyl-1-thio-α-D-galactopyranoside NC=1SC=C(N1)C=1N=NN(C1)[C@@H]1[C@H]([C@@H](SC=2C(=NC=C(C2)C#C)C#N)O[C@@H]([C@@H]1O)CO)OC